3,3'-((bicyclo[2.2.2]octane-1,4-diylbis(methylene))bis(oxy))dipropane-nitrile C12(CCC(CC1)(CC2)COCCC#N)COCCC#N